N-benzyl-N-(2-aminoethyl)-3-aminopropyltrimethoxysilane hydrochloride Cl.C(C1=CC=CC=C1)N(CCC[Si](OC)(OC)OC)CCN